(2S,3S)-tert-butyl 3-((tert-butyldimethylsilyl)oxy)-2-(methyl(m-tolyl)carbamoyl)-5-oxopyrrolidine-1-carboxylate [Si](C)(C)(C(C)(C)C)O[C@@H]1[C@H](N(C(C1)=O)C(=O)OC(C)(C)C)C(N(C=1C=C(C=CC1)C)C)=O